N-[3-(3-aminopropanoylamino)-2-hydroxy-propyl]-4-[[3-(2,3-difluoro-4-methoxyphenyl)imidazo[1,2-a]pyrazin-8-yl]amino]-2-ethyl-benzamide hydrochloride Cl.NCCC(=O)NCC(CNC(C1=C(C=C(C=C1)NC=1C=2N(C=CN1)C(=CN2)C2=C(C(=C(C=C2)OC)F)F)CC)=O)O